ClC1=C(C(=O)OC)C=C(C=C1)SC methyl 2-chloro-5-(methylthio)benzoate